NC=1C=C(C=C(C1)OC)C(C)=NOC(C(=O)OC(C)(C)C)(C)C tert-butyl 2-(((1-(3-amino-5-methoxyphenyl)ethylidene)amino)oxy)-2-methylpropanoate